C1(CCC1)C(=O)N1[C@H]([C@H](CC1)NC(COC)=O)CC=1C=C(C=CC1)C1=CC(=CC=C1)F N-{cis-1-(cyclobutanecarbonyl)-2-[(3'-fluoro[1,1'-biphenyl]-3-yl)methyl]pyrrolidin-3-yl}-2-methoxyacetamide